2-[6-[3-(Difluoromethyl)phenyl]pyrazolo[4,3-b]pyridin-1-yl]-1-(3-fluoroazetidin-1-yl)ethanone FC(C=1C=C(C=CC1)C=1C=C2C(=NC1)C=NN2CC(=O)N2CC(C2)F)F